2-{4-[(3S)-3-fluoro-pyrrolidine-1-sulfonyl]-2-(hydroxymethyl)phenyl}-4-methylquinoline-7-carboxylic acid methyl ester COC(=O)C1=CC=C2C(=CC(=NC2=C1)C1=C(C=C(C=C1)S(=O)(=O)N1C[C@H](CC1)F)CO)C